C(#N)C1=C(C=C(C=C1)N1C(N([C@H](C1)C#N)C1=CN=CC2=CC=CC=C12)=O)F (R)-1-(4-cyano-3-fluorophenyl)-3-(isoquinolin-4-yl)-2-oxoimidazoline-4-carbonitrile